O1N=C(C2=C1C=CC=C2)C2CCN(CC2)CCN2C(C1=C(CC2)N=C(O1)C)=O 5-{2-[4-(1,2-Benzisoxazol-3-yl)piperidin-1-yl]ethyl}-2-methyl-6,7-dihydro[1,3]oxazolo[5,4-c]pyridin-4(5H)-one